C(C)OC=1C=C(C=O)C=CC1OCCC=C(C=CC)C 3-ethoxy-4-((4-methylhept-3,5-dien-1-yl)oxy)benzaldehyde